4-t-butylphenyl-diazonium tetrafluoroborate F[B-](F)(F)F.C(C)(C)(C)C1=CC=C(C=C1)[N+]#N